Octyl 4-ethyl-7-(2-((3-heptyldecanoyl)oxy)ethyl)-13-hexyl-1-hydroxy-11-oxo-10,12-dioxa-4,7-diazaheptadecan-17-oate C(C)N(CCCO)CCN(CCOC(OC(CCCC(=O)OCCCCCCCC)CCCCCC)=O)CCOC(CC(CCCCCCC)CCCCCCC)=O